C(C1=CC=CC=C1)[SiH2]OCCCOCC benzyl-ethoxypropoxysilane